OC(C(O)(C)C)C 2-hydroxy-methyl-1-methyl-propanol